4-((4-bromophenyl)amino)-4'-fluoro-[1,1'-biphenyl]-3-carbonitrile BrC1=CC=C(C=C1)NC1=C(C=C(C=C1)C1=CC=C(C=C1)F)C#N